ClC1=CC(=C(C=C1)C1=NC(=CC=2N=C(N(C(C21)=O)C)C)N2CC(OCC2)C=2C=NC(=CC2)C)F 5-(4-chloro-2-fluoro-phenyl)-2,3-dimethyl-7-(2-(6-methyl-3-pyridinyl)-4-morpholinyl)pyrido[4,3-d]-pyrimidin-4(3H)-one